N1=C(N=CC=C1)OC1CNS(C1)(=O)=O 4-pyrimidin-2-yloxy-1,2-thiazolidine 1,1-dioxide